C(=O)C=1C(=C(C=CC1)OB(O)O)C=O diformylphenylboric acid